ClC1=CC2=C(N=C(O2)C2CCN(CC2)C2=C(C(N(C3=CC=C(C=C23)C)C)=O)C(=O)N)C=C1 4-[4-(6-chloro-1,3-benzoxazol-2-yl)piperidin-1-yl]-1,6-dimethyl-2-oxo-1,2-dihydroquinoline-3-carboxamide